CC(CC(=O)OC(COC(CCCCCCC\C=C/CCCCCCCC)=O)COC(CCCCCCC\C=C/CCCCCCCC)=O)CC(=O)OC1=C(C=C(C=C1C)C=O)C 1-(1,3-bis(oleoyloxy)propan-2-yl) 5-(4-formyl-2,6-dimethylphenyl) 3-methylpentanedioate